4-((3r,5s)-4-propenoyl-3,5-dimethylpiperazin-1-yl)-6,7-dichloro-1-(2-isopropyl-4-methylpyridin-3-yl)-2-oxo-1,2-dihydro-1,8-naphthyridine-3-carbonitrile C(C=C)(=O)N1[C@@H](CN(C[C@@H]1C)C1=C(C(N(C2=NC(=C(C=C12)Cl)Cl)C=1C(=NC=CC1C)C(C)C)=O)C#N)C